OC=1C=C(C=CC1O)\C=C\C1=CC(=CC(=C1)O)O 3,4,3',5'-trans-tetrahydroxystilbene